Cl.FC1(CNCC1)F 3,3-difluoro-pyrrolidine hydrochloride